3-Methyl-5-(piperazin-1-yl)-2,3-dihydro-1,4-benzodioxine CC1OC2=C(OC1)C=CC=C2N2CCNCC2